FC=1C=C(C=CC1[Si](C)(C)C)NC([C@@H](C1=CC=C(C=C1)COC)NC(=O)C1=CC(=NO1)O)=O N-((1R)-2-((3-fluoro-4-(trimethylsilyl)phenyl)amino)-1-(4-(methoxymethyl)phenyl)-2-oxoethyl)-3-hydroxy-1,2-oxazole-5-carboxamide